3-((5-fluoro-2-((4-morpholinylphenyl)amino)pyrimidin-4-yl)amino)benzoic acid methyl ester COC(C1=CC(=CC=C1)NC1=NC(=NC=C1F)NC1=CC=C(C=C1)N1CCOCC1)=O